(4-(1-methyl-1H-indazol-3-yl)pyrimidin-2-yl)benzene-1,3-diamine CN1N=C(C2=CC=CC=C12)C1=NC(=NC=C1)C1=C(C=CC=C1N)N